1-oxo-1,2-dihydropyrrolo[1,2-a]pyrazine-7-carbonitrile O=C1C=2N(C=CN1)C=C(C2)C#N